BrC=1C=2N(C(=CC1)C(CC)O)N=CN2 1-(8-bromo-[1,2,4]triazolo[1,5-a]pyridin-5-yl)propan-1-ol